(2S,3R)-2-amino-3-[(pyridin-2-yl)amino]-butanoic acid N[C@H](C(=O)O)[C@@H](C)NC1=NC=CC=C1